N[C@@H](C)C=1N(CC2=C(C=CC=C2C1)Cl)C1=CC=CC=C1 (S)-3-(1-aminoethyl)-8-chloro-2-phenyl-isoquinoline